C1(CCC1)C1=CN2CC(CC3=CC(=C(C1=C23)F)F)N(C)C 1-cyclobutyl-8,9-difluoro-N,N-dimethyl-5,6-dihydro-4H-pyrrolo[3,2,1-ij]quinolin-5-amine